ClC=1C=NN2C1N=C(N=C2NC2CCC(CC2)N2CCOCC2)C2=C(C=CC=C2F)F 8-chloro-2-(2,6-difluorophenyl)-N-((1r,4r)-4-morpholinocyclohexyl)pyrazolo[1,5-a][1,3,5]triazin-4-amine